C1(CC1)C(=O)C1=CC(=C(COC2=CC=CC(=N2)C2CCN(CC2)C(=O)[O-])C=C1)F 4-(6-((4-(cyclopropanecarbonyl)-2-fluorobenzyl)oxy)pyridin-2-yl)piperidine-1-carboxylate